6-{[2-(1-methylpyrazol-4-yl)-4-pyridyl]oxy}-3-[2-(2-pyridyl)ethyl]quinazolin-4-one CN1N=CC(=C1)C1=NC=CC(=C1)OC=1C=C2C(N(C=NC2=CC1)CCC1=NC=CC=C1)=O